OCCC1CC(CCC1)CCO 1,3-bis(hydroxyethyl)cyclohexane